(S)-Methyl 2-(((benzyloxy)carbonyl)amino)-3-((1-(3-(5,6,7,8-tetrahydro-1,8-naphthyridin-2-yl)propyl)azetidin-3-yl)oxy)propanoate C(C1=CC=CC=C1)OC(=O)N[C@H](C(=O)OC)COC1CN(C1)CCCC1=NC=2NCCCC2C=C1